C(C)(C)(C)OC(=O)N(C1=CC(=NC=2N1N=CC2C(C)C)NC[C@@H]2[C@H](CN(CC2)C(=O)OC(C)(C)C)O)CC2=NN(C1=CC=CC=C21)C Tert-butyl (3R,4R)-4-(((7-((tert-butoxycarbonyl) ((1-methyl-1H-indazol-3-yl) methyl) amino)-3-isopropylpyrazolo[1,5-a]pyrimidin-5-yl) amino) methyl)-3-hydroxypiperidine-1-carboxylate